Tert-butyl 5-bromo-3-(4-((3-(tert-butyl)-1,2,4-oxadiazole-5-carboxamido) methyl)-3-methylphenyl)-1H-pyrazolo[3,4-b]Pyridine-1-carboxylate BrC=1C=C2C(=NC1)N(N=C2C2=CC(=C(C=C2)CNC(=O)C2=NC(=NO2)C(C)(C)C)C)C(=O)OC(C)(C)C